NC(C(=O)O)CCNC(=N)NC 2-amino-4-(3-methylguanidino)butanoic acid